1-(trimethoxymethylsilyl)-2-(dimethoxysilyl)ethane COC(OC)(OC)[SiH2]CC[SiH](OC)OC